5-Methylisoxazol-3(2H)-one CC1=CC(NO1)=O